ethyl-N2-(3-amino-5-(methyl-((2S,3R,4R,5R)-2,3,4,5,6-pentahydroxyhexyl)amino)-5-oxopentanoyl)-N6-(tert-butoxycarbonyl)-L-lysyl-L-alanine C(C)N([C@@H](CCCCNC(=O)OC(C)(C)C)C(=O)N[C@@H](C)C(=O)O)C(CC(CC(=O)N(C[C@@H]([C@H]([C@@H]([C@@H](CO)O)O)O)O)C)N)=O